NC=1N=C(C2=C(N1)C=C(C=N2)C2=CC(NC=C2COC)=O)N[C@@](CO)(CCCC)C (R)-4-(2-Amino-4-((1-hydroxy-2-methylhexan-2-yl)amino)pyrido[3,2-d]pyrimidin-7-yl)-5-(methoxymethyl)pyridin-2(1H)-one